CO[Si](CCCNC(CCC(CCCC)O)=O)(OC)OC N-(3-trimethoxysilylpropyl)-4-hydroxyoctanoamide